5-[[2,6-dichloro-4-[6-(difluoromethyl)-3,5-dioxo-1,2,4-triazin-2-yl]phenyl]methyl]-2-methoxy-benzenesulfonyl chloride ClC1=C(C(=CC(=C1)N1N=C(C(NC1=O)=O)C(F)F)Cl)CC=1C=CC(=C(C1)S(=O)(=O)Cl)OC